2-(methylthio)-4,5-dihydro-1H-imidazole CSC=1NCCN1